CC(=CC(=O)[O-])C1=C(C=CC=C1)O 3-methyl-3-(hydroxyphenyl)-prop-2-enoate